C(C)OC1=C(C=C(C=N1)C1=CC(=C2C(=N1)N=C(N2)NC(=O)C2=CC=C(C=N2)CCC(=O)OCC)N(C)CC2(CCCC2)COC)C(F)(F)F Ethyl 3-[6-({5-[6-ethoxy-5-(trifluoromethyl)pyridin-3-yl]-7-({[1-(methoxymethyl)cyclopentyl]methyl}(methyl)amino)-1H-imidazo[4,5-b]pyridin-2-yl}carbamoyl)pyridin-3-yl]propanoate